CC(N1C(=O)N(C)C=2N=CNC2C1=O)CCCC methyl-butyl-theophylline